2-chloro-4-[[4-[1-(2-methoxy-1-methyl-ethyl)-4-(trifluoromethyl)imidazol-2-yl]phenyl]methoxy]-5-methyl-pyrimidine ClC1=NC=C(C(=N1)OCC1=CC=C(C=C1)C=1N(C=C(N1)C(F)(F)F)C(COC)C)C